C(C)C=1N(C=CN1)C(=O)[O-] 2-ethylimidazole-1-carboxylate